2-methoxy-5-(5-oxo-3a,4,5,6,7,7a-hexahydro-4,7-methanoisoxazolo[5,4-c]pyridin-3-yl)benzoic acid COC1=C(C(=O)O)C=C(C=C1)C1=NOC2C3NC(C(C21)C3)=O